3-benzyl-6-nitrobenzo[d]oxazol-2(3H)-one C(C1=CC=CC=C1)N1C(OC2=C1C=CC(=C2)[N+](=O)[O-])=O